N-(2-((1S,3S,5S)-3-Cyano-2-azabicyclo[3.1.0]hexan-2-yl)-2-oxoethyl)-7-methylquinoline-4-carboxamide C(#N)[C@H]1N([C@H]2C[C@H]2C1)C(CNC(=O)C1=CC=NC2=CC(=CC=C12)C)=O